ClC1=NC=CC(=C1)C=1C(=CC(=C(C1)S(=O)(=O)N1CCN(CC1)C(C)O)C)C (4-((5-(2-chloropyridin-4-yl)-2,4-dimethylphenyl)sulfonyl)piperazin-1-yl)ethan-1-ol